Chloroindole C1=CC=C2C(=C1)C=C(N2)Cl